3-(3-((2,2-difluoroethyl)carbamoyl)pyrazolo[1,5-a]pyridin-5-yl)-N-(5-fluoropyridin-3-yl)-1H-pyrrolo[2,3-b]pyridine-5-carboxamide FC(CNC(=O)C=1C=NN2C1C=C(C=C2)C2=CNC1=NC=C(C=C12)C(=O)NC=1C=NC=C(C1)F)F